CC1(N(C(C1)=O)OS(=O)(=O)O)C 2,2-dimethyl-4-oxo-1-(sulfooxy)azetidin